8-p-chlorophenylethynylnaphthylamine ClC1=CC=C(C=C1)C#CC=1C=CC=C2C=CC=C(C12)N